NCC1CC(CC1)NC1=CC=C(C=C1)C1CCC(CC1)(C)C N-(3-(aminomethyl)cyclopentyl)-4-(4,4-dimethylcyclohexyl)aniline